3-(1H-pyrrol-1-yl)-1-propylamine N1(C=CC=C1)CCCN